[N+](=O)([O-])C=1C=CC(=NC1)CCCC(=O)N 4-(5-nitropyridin-2-yl)butyramide